CC1=CC=C(C=C1)S(=O)(=O)[O-].S(=O)(=O)([O-])C1=CC=C(C)C=C1.[C@@H]1([C@H](O)[C@H](O)[C@@H](C[S+](CC[C@H](N)C(=O)O)C)O1)N1C=NC=2C(N)=NC=NC12.[C@@H]1([C@H](O)[C@H](O)[C@@H](C[S+](CC[C@H](N)C(=O)O)C)O1)N1C=NC=2C(N)=NC=NC12 S-Adenosyl-l-methionine tosylate para-toluenesulfonate